C(C)NC1=CC=C2C=CN=C(C2=C1)NC1=CC=C(C=C1)S(=O)(=O)C N7-ethyl-N1-(4-methylsulfonylphenyl)isoquinoline-1,7-diamine